4-(7-(3,4-dimethoxyphenyl) pyrazolo[1,5-a]pyrimidine-2-carboxamido)phenyl (tert-butoxycarbonyl)-L-valinate C(C)(C)(C)OC(=O)N[C@@H](C(C)C)C(=O)OC1=CC=C(C=C1)NC(=O)C1=NN2C(N=CC=C2C2=CC(=C(C=C2)OC)OC)=C1